3-(3,5-bis(trifluoromethyl)phenyl)-8-((6-chloropyridin-3-yl)methyl)pyrido[2,3-d]pyrimidine-2,4(3H,8H)-dione FC(C=1C=C(C=C(C1)C(F)(F)F)N1C(N=C2C(C1=O)=CC=CN2CC=2C=NC(=CC2)Cl)=O)(F)F